rac-(1S*,2S*)-N-(6-chloro-2-methylpyrimidin-4-yl)-1-fluoro-2-(4-methylpyrimidin-2-yl)cyclopropane-1-carboxamide ClC1=CC(=NC(=N1)C)NC(=O)[C@]1([C@@H](C1)C1=NC=CC(=N1)C)F |r|